4-(4-(3-(2-Chloro-6-fluorophenyl)-4-(cyclopropoxymethyl-d2)isoxazol-5-yl)-5-(trifluoro-methyl)-1H-pyrazol-1-yl)-2-methylbutan-4,4-d2-2-ol ClC1=C(C(=CC=C1)F)C1=NOC(=C1C([2H])([2H])OC1CC1)C=1C=NN(C1C(F)(F)F)C(CC(C)(O)C)([2H])[2H]